C(C=C)C=1C(=C(C(N(C1)C(C(=O)OCC)CC(C)C)=O)F)C ethyl 2-(5-allyl-3-fluoro-4-methyl-2-oxopyridin-1(2H)-yl)-4-methylpentanoate